methyl N-BOC-azetidine-3-carboxylate C(=O)(OC(C)(C)C)N1CC(C1)C(=O)OC